BrC1=C(C=C2CCC2=C1)C=O 4-Bromobicyclo[4.2.0]octa-1,3,5-triene-3-carbaldehyde